(Z)-11-hexadecenyl formate C(=O)OCCCCCCCCCC\C=C/CCCC